N-(5-(5-acetamido-1H-pyrazol-1-yl)-1,3,4-thiadiazol-2-yl)-3-(2-((tert-butyldiphenylsilyl)oxy)-3-methoxypropoxy)-4-iodo-2-oxo-2H-pyran-6-carboxamide C(C)(=O)NC1=CC=NN1C1=NN=C(S1)NC(=O)C1=CC(=C(C(O1)=O)OCC(COC)O[Si](C1=CC=CC=C1)(C1=CC=CC=C1)C(C)(C)C)I